C(CCC)(=O)OCOC([C@@H](C[C@@H](CC1=CC=C(C=C1)C1=CC(=CC=C1)Cl)N)O)=O (2R,4R)-4-Amino-5-(3'-chlorobiphenyl-4-yl)-2-hydroxypentanoic Acid Butyryloxymethyl Ester